CC1=NC(=CC(=N1)C1(C(C=2C=CC=NC2CC1C)=O)C)C 6-(2,6-dimethylpyrimidin-4-yl)-6,7-dimethyl-5-oxo-5,6,7,8-tetrahydroquinolin